5,5'-bis(4-carboxy-phenyl)-2,2'-bipyridinium iridium [Ir+3].C(=O)(O)C1=CC=C(C=C1)C=1C=CC(=[NH+]C1)C1=[NH+]C=C(C=C1)C1=CC=C(C=C1)C(=O)O